OC1=C(C=CC(=C1)C)C(C=CC1=NC(=C(N=C1C)C)C)=O 1-(2-hydroxy-4-methylphenyl)-3-(3,5,6-trimethylpyrazin-2-yl)-2-propen-1-one